(Z)-N-(4-methylthiazol-2-yl)-4-(1,4,4,4-tetrafluoro-3-(3,4,5-trichlorophenyl)but-1-en-1-yl)-2-(trifluoromethyl)benzoyl-hydrazine CC=1N=C(SC1)N(N)C(C1=C(C=C(C=C1)/C(=C/C(C(F)(F)F)C1=CC(=C(C(=C1)Cl)Cl)Cl)/F)C(F)(F)F)=O